C(C)(C)(C)OC(=O)N1C2=C(OCC1)C(=CN=C2)Br 8-Bromo-2,3-dihydro-4H-pyrido[4,3-b][1,4]oxazine-4-carboxylic acid tert-butyl ester